ClC=1C=CC(=C(C1)C1=CC(=C(N1C)C)C(=O)N(CC1=C(C(=CC=C1)OC)C)C=1C=C2C=NNC2=CC1)C(=O)N1CC2=CC=CC=C2C[C@H]1CN1CCOCC1 (S)-5-(5-Chloro-2-(3-(morpholinomethyl)-1,2,3,4-tetrahydroisoquinoline-2-carbonyl)phenyl)-N-(1H-indazol-5-yl)-N-(3-methoxy-2-methylbenzyl)-1,2-dimethyl-1H-pyrrole-3-carboxamide